N-{(6-[(4-fluoropiperidin-1-yl)methyl]imidazo[1,2-a]pyridin-2-yl)methyl}-4-oxo-4H-pyrido[1,2-a]pyrimidine-2-carboxamide FC1CCN(CC1)CC=1C=CC=2N(C1)C=C(N2)CNC(=O)C=2N=C1N(C(C2)=O)C=CC=C1